C(#N)CC1=NN2C(CN(CCC2)C(=O)OC(C)(C)C)=C1 tert-butyl 2-(cyanomethyl)-7,8-dihydro-4H-pyrazolo[1,5-a][1,4]diazepine-5(6H)-carboxylate